[3-(10-Hexadecyl-7,8-dimethyl-2,4-dioxo-4,10-dihydro-2H-benzo[g]pteridin-3-yl)-propyl]-triethyl-ammonium iodide [I-].C(CCCCCCCCCCCCCCC)N1C2=C(N=C3C(N(C(N=C13)=O)CCC[N+](CC)(CC)CC)=O)C=C(C(=C2)C)C